N1[C@@H](C[C@@H](C1)C(=O)OC(C)(C)C)C(=O)OC(C)(C)C di-tert-butyl (2S,4S)-pyrrolidine-2,4-dicarboxylate